N-(tert-butoxycarbonyl)-3-[(tert-butoxycarbonyl)amino]-L-alanine C(C)(C)(C)OC(=O)N[C@@H](CNC(=O)OC(C)(C)C)C(=O)O